CO[C@]1(C[C@@]2(C(=C[C@H]1C=C2)C2=CC=CC=C2)C)C (1S,4R,8S)-8-methoxy-1,8-dimethyl-2-phenyl-bicyclo[2.2.2]octa-2,5-diene